O[C@@]12[C@]3(CCC(CC3CC[C@H]1C1=CC([C@H](C(C)=O)[C@]1(CC2)C)=O)=O)C 9-hydroxy-3-oxopregnenedione